C(#N)C1(CC(C1)N1N=CC(=C1)C=1N=C(C=2N(C1)N=CC2F)N2C([C@]([C@@H](C2)C)(C#N)C2CC2)=O)C (3R,4S)-1-(6-(1-((1r,3R)-3-cyano-3-methylcyclobutyl)-1H-pyrazol-4-yl)-3-fluoropyrazolo[1,5-a]pyrazin-4-yl)-3-cyclopropyl-4-methyl-2-oxopyrrolidine-3-carbonitrile